FC1(CCN(CC1)C1=NC2=CC(=C(C=C2C(=N1)NC(O)=O)OC)OCCCN1CCCC1)F (2-(4,4-difluoropiperidin-1-yl)-6-methoxy-7-(3-(pyrrolidin-1-yl)propoxy)quinazolin-4-yl)carbamic acid